C(N)(=O)C=1C=C2CN(CC2=CC1)C=1OC2=C(C=C(C=C2C(C1)=O)C)C(C)NC=1C(=NC(=CC1)Cl)C(=O)O 3-[1-[2-(5-Carbamoylisoindolin-2-yl)-6-methyl-4-oxo-chromen-8-yl]ethylamino]-6-chloro-pyridine-2-carboxylic Acid